N-(6-{[6-(5-chloro-2-fluorophenyl)-3-{[2-(trimethylsilyl)ethyl]sulfanyl}pyridazin-4-yl]amino}pyrimidin-4-yl)-3-(3,5-dimethylpiperazin-1-yl)propanamide ClC=1C=CC(=C(C1)C1=CC(=C(N=N1)SCC[Si](C)(C)C)NC1=CC(=NC=N1)NC(CCN1CC(NC(C1)C)C)=O)F